NC(C)C1=CC=C(C=C1)C1=CC2=C(N=C3N2[C@H]2C4=C(C(N([C@@H]3C2)C([2H])([2H])[2H])=O)C=CC=C4C#C)C=C1 (7R,14R)-11-(4-(1-aminoethyl)phenyl)-1-ethynyl-6-(methyl-d3)-6,7-dihydro-7,14-methanobenzo[f]benzo[4,5]imidazo[1,2-a][1,4]diazocin-5(14H)-one